CNC(C1=NC=C(C=C1)N1C(CN(CC1)CC=1C=NC=2C(=C(C(NC2C1)=O)C(F)(F)F)C)C)=O N-methyl-5-(2-methyl-4-((8-methyl-6-oxo-7-(trifluoromethyl)-5,6-dihydro-1,5-naphthyridin-3-yl)methyl)piperazin-1-yl)picolinamide